Cl.Cl.CC=1C(=C(CC=2C=C(C#N)C=CC2)C=C(C1)C)OCCN1CCN(CC1)C 3-(3,5-dimethyl-2-(2-(4-methylpiperazin-1-yl)ethoxy)benzyl)benzonitrile dihydrochloride